2-ethylbutyl ((((2R,3S,5R)-5-(6-amino-2-fluoro-9H-purin-9-yl)-2-ethynyl-3-hydroxytetrahydrofuran-2-yl)methoxy)(phenoxy)phosphoryl)-L-alaninate NC1=C2N=CN(C2=NC(=N1)F)[C@H]1C[C@@H]([C@@](O1)(C#C)COP(=O)(OC1=CC=CC=C1)N[C@@H](C)C(=O)OCC(CC)CC)O